(2S,4R)-1-(2-(4-amino-9H-pyrimido[4,5-b]indol-9-yl)acetyl)-N-(6-bromo-3-methylpyridin-2-yl)-4-fluoropyrrolidine-2-carboxamide NC1=NC=NC=2N(C3=CC=CC=C3C21)CC(=O)N2[C@@H](C[C@H](C2)F)C(=O)NC2=NC(=CC=C2C)Br